3-{1-[4-((R)-3-amino-pyrrolidine-1-carbonyl)-phenyl]-1H-[1,2,3]triazol-4-yl}-6-fluoro-1H-quinolin-2-one N[C@H]1CN(CC1)C(=O)C1=CC=C(C=C1)N1N=NC(=C1)C=1C(NC2=CC=C(C=C2C1)F)=O